3-chloro-4-hydroxy-5-cyanobenzonitrile ClC=1C=C(C#N)C=C(C1O)C#N